potassium (2,2-dimethylpropylamine) methanesulfonate CS(=O)(=O)[O-].CC(CN)(C)C.[K+]